ClC=1C=C2C(OCC=3C=C(C=CC3C3=CC(=CC(NS(C(C1OC)=C2)(=O)=O)=C3)C3CC3)F)=O 13-chloro-20-cyclopropyl-5-fluoro-14-methoxy-16,16-dioxo-9-oxa-16λ6-thia-17-azatetracyclo[16.3.1.111,15.02,7]tricosa-1(21),2(7),3,5,11,13,15(23),18(22),19-nonaen-10-one